4-(2-chloro-3-(9-(3-chlorobenzyl)-6-(1-methylcyclopropoxy)-9H-purin-8-yl)phenoxy)-2-methylbutanoic acid ClC1=C(OCCC(C(=O)O)C)C=CC=C1C=1N(C2=NC=NC(=C2N1)OC1(CC1)C)CC1=CC(=CC=C1)Cl